N=1C(=NN2C1C=CC=C2)C2=C(C=CC=C2N2C1=CC=CC=C1C=1C=CC=CC21)N2C1=CC=CC=C1C=1C=CC=CC21 9,9'-(2-([1,2,4]triazolo[1,5-a]pyridin-2-yl)-1,3-phenylene)bis(9H-carbazole)